(1-bromoethyl)-4-fluoro-1-methyl-1H-indazole BrC(C)C1=NN(C2=CC=CC(=C12)F)C